BrC#CC1=CC=C(C=C1)C#CBr 1,4-di(bromoethynyl)benzene